ClC=1C=C(C=CC1C(=O)N1CCNCC1)NC(=O)C=1N(C(=CN1)C1=C(C(=C(C=C1)C=1C(=NNC1C)C)F)F)C N-[3-chloro-4-(piperazine-1-carbonyl)phenyl]-5-[4-(3,5-dimethyl-1H-pyrazol-4-yl)-2,3-difluoro-phenyl]-1-methyl-imidazole-2-carboxamide